6-chloro-4-((3aR,6aS)-5-(methylsulfonyl)hexa-hydropyrrolo[3,4-c]pyrrol-2(1H)-yl)-1H-indazole ClC1=CC(=C2C=NNC2=C1)N1C[C@H]2CN(C[C@H]2C1)S(=O)(=O)C